ClC=1C=CC=C2C=C(NC12)C(=O)N(CC1=C(N=CO1)C)C 7-chloro-N-methyl-N-[(4-methyl-1,3-oxazol-5-yl)methyl]-1H-indole-2-carboxamide